N-[(1-Hydroxycyclobutyl)methyl]-2-(1-methyl-1H-pyrazol-4-yl)-6-[4-(trifluoromethoxy)phenyl]pyrimidin OC1(CCC1)CN1C(N=CC=C1C1=CC=C(C=C1)OC(F)(F)F)C=1C=NN(C1)C